CN1N=CC=C1C1=C(C#N)C=CC=C1 2-(2-methylpyrazol-3-yl)benzonitrile